FC(OC1=C(C=C(C=C1)N1N=C(C(C1=O)C(=O)OC1=CC=C(C=C1)[N+](=O)[O-])C)C=1OC(=CN1)C)F 4-nitrophenyl 1-(4-(difluoromethoxy)-3-(5-methyloxazol-2-yl) phenyl)-3-methyl-5-oxo-4,5-dihydro-1H-pyrazole-4-carboxylate